N-{3-[3-Cyclopropyl-5-(2-fluoro-4-iodophenylamino)-6,8-dimethyl-2,4,7-trioxo-3,4,6,7-tetrahydro-2H-pyrido-[4,3-d]pyrimidin-1-yl]phenyl}acetamid C1(CC1)N1C(N(C=2C(C1=O)=C(N(C(C2C)=O)C)NC2=C(C=C(C=C2)I)F)C=2C=C(C=CC2)NC(C)=O)=O